ClC1=C(C=C(C=C1)OC)C1=CC=2NC(N(C(C2S1)=O)C=1C2=C(C=NC1)C=C(S2)C(=O)OCC)=O ethyl 7-[6-(2-chloro-5-methoxy-phenyl)-2,4-dioxo-1H-thieno[3,2-d]pyrimidin-3-yl]thieno[3,2-c]pyridine-2-carboxylate